1,3-bis(diphenyl-phosphinyl)propane C1(=CC=CC=C1)P(=O)(CCCP(=O)(C1=CC=CC=C1)C1=CC=CC=C1)C1=CC=CC=C1